The molecule is an indole alkaloid that is jerantinine A substituted with an oxo group at position 13. Isolated from Tabernaemontana corymbosa, it exhibits cytotoxicity against human KB cells. It has a role as a metabolite and an antineoplastic agent. It is an alkaloid ester, an aromatic ether, an indole alkaloid, a lactam, a member of phenols, an organic heteropentacyclic compound and a methyl ester. It derives from a jerantinine A. CC[C@]12CC(=C3[C@@]4([C@H]1N(CC4)C(=O)C=C2)C5=CC(=C(C=C5N3)OC)O)C(=O)OC